F[C@H]1[C@@H](CNCC1)NC=1C2=C(N=CN1)C(=CC(=N2)C2=CC=C(C=C2)OCC(C)(C)O)C(=O)N 4-{[(3R,4R)-4-fluoropiperidin-3-yl]amino}-6-[4-(2-hydroxy-2-methylpropoxy)phenyl]pyrido[3,2-d]pyrimidine-8-carboxamide